3-methoxybenzohydrazide COC=1C=C(C(=O)NN)C=CC1